Cl.N[C@H](CC1=C(C2=C(N=C(N=C2NCC=2OC=CC2)Cl)N1C)F)COC 6-[(2R)-2-amino-3-methoxypropyl]-2-chloro-5-fluoro-N-[(furan-2-yl)methyl]-7-methyl-7H-pyrrolo[2,3-d]pyrimidin-4-amine hydrochloride